ClC=1C=CC2=C(C(=NCC3=C2N=CN=C3)C=3NN=CC3)C1 9-Chloro-7-(2H-pyrazol-3-yl)-5H-benzo[c]pyrimido[4,5-e]azepin